Cl.C12CNCC(CC1)C2=O 3-azabicyclo[3.2.1]octan-8-one hydrochloride